(1S,3S)-3-hydroxycyclobutane-1-carboxylic acid ethyl ester C(C)OC(=O)C1CC(C1)O